CCC(CCCCCC=1C=C(C(C(=O)O)=CC1)C(=O)O)CC.C(C=1C(C(=O)OCCCC)=CC=CC1)(=O)OCCCC Dibutyl phthalate d-4-Di(2-ethyl)hexyl-phthalate